(2-((2,2'-dichloro-3'-(6-methoxy-5-(((((S)-5-oxopyrrolidin-2-yl) methyl) amino) methyl) pyridin-2-yl)-[1,1'-biphenyl]-3-yl) amino)-3-fluoropyridin-4-yl) methylpiperidine-3-carboxylate CN1CC(CCC1)C(=O)OC1=C(C(=NC=C1)NC=1C(=C(C=CC1)C1=C(C(=CC=C1)C1=NC(=C(C=C1)CNC[C@H]1NC(CC1)=O)OC)Cl)Cl)F